1-(2-((2-((3-chloro-2-fluorobenzyl)amino)-2-oxoethyl)(isopropyl)amino)-2-oxoethyl)-N5-(pyridin-3-ylmethyl)-1H-indazole-3,5-dicarboxamide ClC=1C(=C(CNC(CN(C(CN2N=C(C3=CC(=CC=C23)C(=O)NCC=2C=NC=CC2)C(=O)N)=O)C(C)C)=O)C=CC1)F